2-(3-aminobenzyl)-6-(phenylsulfonimidoyl)phthalazin-1(2H)-one NC=1C=C(CN2C(C3=CC=C(C=C3C=N2)S(=O)(=N)C2=CC=CC=C2)=O)C=CC1